2,4-dichloro-6-(difluoromethyl)pyridine ClC1=NC(=CC(=C1)Cl)C(F)F